CC=1N=C(SC1C)NC(=O)C=1C=C(C=CC1C)NCCCCCC(=O)O 6-((3-((4,5-dimethylthiazol-2-yl)carbamoyl)-4-methylphenyl)amino)hexanoic acid